OC1=CC=C2C(=CC(OC2=C1)=O)C1=CC=CC=C1 7-hydroxy-4-phenyl-2H-chromen-2-one